N-(1-((3'-(trifluoromethyl)-[1,1'-biphenyl]-4-yl)methyl)-1H-indol-5-yl)propenamide FC(C=1C=C(C=CC1)C1=CC=C(C=C1)CN1C=CC2=CC(=CC=C12)NC(C=C)=O)(F)F